1-(2-fluoro-4-(5-(trifluoromethyl)-1,2,4-oxadiazol-3-yl)phenyl)-2-(((1-methyl-1H-1,2,4-triazol-3-yl)methyl)thio)ethan-1-one FC1=C(C=CC(=C1)C1=NOC(=N1)C(F)(F)F)C(CSCC1=NN(C=N1)C)=O